(ethylenediaminetetraacetic acid) iron sodium salt [Na+].[Fe+2].C(CN(CC(=O)[O-])CC(=O)[O-])N(CC(=O)O)CC(=O)[O-]